C(CCCCCCCCCCCCC)(=O)C(C(C(O)C(CCCCCCCCCCCCC)=O)O)O dimyristoyl-rac-glycerol